BrC1=CC(=C(CC2=NC3=C(N2CCOC)C=C(C=C3)C(=O)OC)C=C1F)F Methyl 2-(4-bromo-2,5-difluorobenzyl)-1-(2-methoxyethyl)-1H-benzo[d]imidazole-6-carboxylate